FC1=C2CC[C@](C2=CC=C1)(CCC1C(NC(N(C1=O)C1CCOCC1)=O)=O)N[S@@](=O)C(C)(C)C (S)-N-((1S)-4-fluoro-1-(2-(2,4,6-trioxo-1-(tetrahydro-2H-pyran-4-yl)hexahydropyrimidin-5-yl)ethyl)-2,3-dihydro-1H-inden-1-yl)-2-methylpropane-2-sulfinamide